C(C)C1=C(OC2=NC=3N(C(N(C(C3N2CC2=CC=C(C=C2)F)=O)CCCO)=O)C)C=CC=C1 8-(2-ethylphenoxy)-7-(4-fluorobenzyl)-1-(3-hydroxypropyl)-3-methyl-1H-purine-2,6(3H,7H)-dione